FC(C1=NC=CC(=C1)C1=NOC(=C1)CN1C(C2=CC=CC=C2C1=O)=O)(F)F 2-((3-(2-(trifluoromethyl)pyridin-4-yl)isoxazol-5-yl)methyl)isoindoline-1,3-dione